C(C)(C)(C)OC(=O)N1C2=C(OCC1)N=CC=C2C 8-methyl-2,3-dihydro-1H-pyrido[2,3-b][1,4]oxazine-1-carboxylic acid tert.Butyl ester